C(C1=CC=CC=C1)OC=1C(=C(C=C(C1)C(F)(F)F)O)I 3-(benzyloxy)-2-iodo-5-(trifluoromethyl)phenol